diphenyl (isodecyl) phosphite P(OC1=CC=CC=C1)(OC1=CC=CC=C1)OCCCCCCCC(C)C